NC=1N=C(SC1C(C1=CC=C(C=C1)OC(F)F)=O)N(C1=CC=C(C=C1)OC)C(C(=O)N)C (N-[4-Amino-5-[4-(difluoromethoxy)benzoyl]thiazol-2-yl]-4-methoxyanilino)propanamid